1-Ethyl-N-[(3-fluorophenyl)-methyl]-4-methyl-2-oxo-7-(trifluoromethyl)-1H-quinoline-3-carboxylic acid amide C(C)N1C(C(=C(C2=CC=C(C=C12)C(F)(F)F)C)C(=O)NCC1=CC(=CC=C1)F)=O